ClC=1C(=C(NC2=NC=NC3=CC(=C(C=C23)NC(C=C)=O)C#C[C@@]2(CN(CC2)C)F)C=CC1)F N-[4-(3-chloro-2-fluoro-anilino)-7-[2-[(3S)-3-fluoro-1-methyl-pyrrolidin-3-yl]ethynyl]quinazolin-6-yl]prop-2-enamide